C(C)(SCC(CCCOCC1=CC=CC=C1)(C)C)=O S-(5-(Benzyloxy)-2,2-dimethylpentyl) ethanethioate